2-Fluoro-N-[4-[(E)-3-[4-[2-hydroxyethyl(methyl)amino]phenyl]prop-2-enoyl]phenyl]-4-(trifluoromethyl)benzamide FC1=C(C(=O)NC2=CC=C(C=C2)C(\C=C\C2=CC=C(C=C2)N(C)CCO)=O)C=CC(=C1)C(F)(F)F